2-{1,4-dioxaspiro[4.5]decan-8-yl}quinoline O1CCOC12CCC(CC2)C2=NC1=CC=CC=C1C=C2